2-Methylnaphthalene-1-amine CC1=C(C2=CC=CC=C2C=C1)N